FC1=C(C=C(C=C1C)C1=C(C=CC=C1C)O)CCC(=O)[O-] 3-{4-fluoro-2'-hydroxy-5,6'-dimethyl-[1,1'-biphenyl]-3-yl}propanoate